C1(CCCCC1)N(C1=C(C(N(C2=CC=C(N=C12)C)C)=O)C#N)C 4-[cyclohexyl(methyl)amino]-1,6-dimethyl-2-oxo-1,2-dihydro-1,5-naphthyridine-3-carbonitrile